C(C)(=O)N1N=CC=2NN=C(C21)C(=O)OCC Ethyl 4-acetyl-1,4-dihydropyrazolo[4,3-c]pyrazole-3-carboxylate